2-methyl-2-ethyl-1,3-dimethoxypropane CC(COC)(COC)CC